BrC1=CC2=C(C=3N=C4C(=NC3C3=C2C=C(C=C3)Br)N=C(C=C4)Br)C=C1 3,6,11-tribromodibenzo[f,h]pyrido[2,3-b]quinoxaline